[N+](=O)([O-])C1=C(NC(=CC1=O)C(F)(F)F)C(F)(F)F 3-nitro-2,6-bis(trifluoromethyl)pyridin-4(1H)-one